3-(5-(3-chloropyridin-2-yl)-1-oxoisoindolin-2-yl)piperidine-2,6-dione ClC=1C(=NC=CC1)C=1C=C2CN(C(C2=CC1)=O)C1C(NC(CC1)=O)=O